1,3,5,7-Tetramethyl-2,4,8-trioxa-6-phenyl-6-phosphaadamantane CC12OC3(OC(P(C(O1)(C3)C)C3=CC=CC=C3)(C2)C)C